OCC1(COC1)N1C(SC=C1)COC=1C=CC2=C(C=C(O2)C)C1 N-(3-(hydroxymethyl)oxetan-3-yl)-2-methyl-5-(thiazol-2-ylmethoxy)benzofuran